(S)-1-(5-(6,7-dimethoxy-3-oxo-1,3-dihydronaphtho[2,3-c]furan-4-yl)pyrimidin-2-yl)pyrrolidin-2-carboxamide COC1=CC2=C(C3=C(COC3=O)C=C2C=C1OC)C=1C=NC(=NC1)N1[C@@H](CCC1)C(=O)N